E-N-[trans-3-{1-(2-nitrophenyl)-1H-pyrrol-2-yl}-allylidene-amino]guanidine acetate C(C)(=O)O.[N+](=O)([O-])C1=C(C=CC=C1)N1C(=CC=C1)/C=C/C=NN\C(=N\[H])\N